O=C1NC(CCC1N1C(C2=CC=CC(=C2C1)C#CCCCCCN1CCN(CC1)C1=CC(=C(C(=O)N2CC(CC2)CCCCNC(\C=C\C=2C=NC=CC2)=O)C=C1)F)=O)=O (E)-N-(4-(1-(4-(4-(7-(2-(2,6-dioxopiperidin-3-yl)-1-oxoisoindolin-4-yl)hept-6-yn-1-yl)piperazin-1-yl)-2-fluorobenzoyl)pyrrolidin-3-yl)butyl)-3-(pyridin-3-yl)acrylamide